3-((2S)-3-(8-(3-(1,3-dimethyl-1H-pyrazol-4-yl)phenylsulfonyl)-1-oxa-8-azaspiro[4.5]decan-3-ylamino)-2-hydroxypropoxy)-N-methylbenzenesulfonamide CN1N=C(C(=C1)C=1C=C(C=CC1)S(=O)(=O)N1CCC2(CC(CO2)NC[C@@H](COC=2C=C(C=CC2)S(=O)(=O)NC)O)CC1)C